FC(C(=O)[O-])(C(C(C(C(C(C(C(C(F)(F)F)(F)F)(F)F)(F)F)(F)F)(F)F)(F)F)(F)F)F.[NH4+] ammonium perfluorodecanate